C(C=C)(=O)OCCCCP(=O)=C(O)C[N+](C)(C)C acryloyloxybutylphosphorylcholine